N-(5,8,10,14-eicosatetraenoyl)-alanine C(CCCC=CCC=CC=CCCC=CCCCCC)(=O)N[C@@H](C)C(=O)O